FC1=CC=2C(N3C(=NC2C=C1)/C(/CC3)=C/C3=CC(=C(C(=C3)OC)O)OC)=O (E)-7-fluoro-3-(4-hydroxy-3,5-dimethoxybenzylidene)-2,3-dihydropyrrolo[2,1-b]quinazolin-9(1H)-one